5-[2-([4-[4-(oxetan-3-yl)piperazin-1-yl]phenyl]amino)pyrimidin-4-yl]-2-(oxetan-3-yloxy)benzonitrile O1CC(C1)N1CCN(CC1)C1=CC=C(C=C1)NC1=NC=CC(=N1)C=1C=CC(=C(C#N)C1)OC1COC1